ethyl-(2-hydroxy-4-nitrophenyl)glycine C(C)N(CC(=O)O)C1=C(C=C(C=C1)[N+](=O)[O-])O